(E)-5-(6-(benzyloxy)-2-fluoro-3-styrylphenyl)-1,2,5-thiadiazolidin-3-one 1,1-dioxide C(C1=CC=CC=C1)OC1=CC=C(C(=C1N1CC(NS1(=O)=O)=O)F)\C=C\C1=CC=CC=C1